CN1C(N(C2=C1C=NC(=C2)NC2=NC1=CC=C(C=C1C=C2)C=2C=NN(C2)C)[C@H]2C[C@@H](CC2)NC(OC)=O)=O methyl ((1R,3R)-3-(3-methyl-6-((6-(1-methyl-1H-pyrazol-4-yl)quinolin-2-yl)amino)-2-oxo-2,3-dihydro-1H-imidazo[4,5-c]pyridin-1-yl)cyclopentyl)carbamate